C(C1=CC=CC=C1)N1CCC(CC1)CNC(C1=CC(=CC=C1)CCC(=O)NO)=O N-((1-Benzylpiperidin-4-yl)methyl)-3-(3-(hydroxyamino)-3-oxopropyl)benzamide